CC1=NC(=CC=C1N)OC1=CC=C(C=C1)C=1SC=CN1 2-methyl-6-(4-(thiazol-2-yl)phenoxy)pyridin-3-amine